(E)-4-[4-[2-[2-[2-[[4-[[5-bromo-4-(2-carbamoyl-3-fluoro-anilino)pyrimidin-2-yl]amino]phenyl]sulfonylamino]ethoxy]ethoxy]ethoxy]-1-piperidyl]but-2-enoic acid BrC=1C(=NC(=NC1)NC1=CC=C(C=C1)S(=O)(=O)NCCOCCOCCOC1CCN(CC1)C/C=C/C(=O)O)NC1=C(C(=CC=C1)F)C(N)=O